Cl.Cl.C1(=CC=CC=C1)[C@H](CC1=NC=CC=C1)N (S)-1-phenyl-2-(pyridin-2-yl)ethanamine dihydrochloride